NC=1N=CC2=CC=C(C=C2C1)C=1C=C(C=CC1)NC(C=C)=O N-[3-(3-aminoisoquinolin-6-yl)phenyl]prop-2-enamide